OCCN1C(=NC2=C1C=C(C=C2)C=2C=CN1N=C(N=C(C12)OC)NC1CC(C1)(O)C)C (1r,3r)-3-((5-(1-(2-hydroxyethyl)-2-methyl-1H-benzo[d]imidazol-6-yl)-4-methoxypyrrolo[2,1-f][1,2,4]triazin-2-yl)amino)-1-methylcyclobutan-1-ol